C(C(=C)C)(=O)OC(C1CO1)CC(=O)C acetonylglycidyl methacrylate